NC1=CC(=C(OC2=CC=NC3=CC(=CC=C23)OC(CO)(C)C)C(=C1)F)F 2-{[4-(4-amino-2,6-difluorophenoxy)quinolin-7-yl]oxy}-2-methylpropan-1-ol